C(C)C=1C=C(C(=C(C1)CNC)OCCCCCCCCCCCCCCCC)CNC 1,1'-(5-ethyl-2-hexadecyloxy-1,3-phenylene)-bis(N,N-dimethylamine)